3-[1-(2,4-dimethoxybenzyl)-4-(5-fluoro-1H-indol-3-yl)-2,5-dioxo-2,5-dihydro-1H-pyrrol-3-yl]-5-fluoro-1H-indole-1-carboxylic acid tert-butyl ester C(C)(C)(C)OC(=O)N1C=C(C2=CC(=CC=C12)F)C=1C(N(C(C1C1=CNC2=CC=C(C=C12)F)=O)CC1=C(C=C(C=C1)OC)OC)=O